C[C@]12CC[C@H]3[C@H]([C@@H]1CC[C@@H]2O)CC[C@H]4[C@@H]3CCC(=O)C4 The molecule is a C18 steroid with 5beta-configuration formed from nandrolone by reduction across the C4-C5 double bond. It has a role as a human metabolite. It is a 17beta-hydroxy steroid and a 3-oxo-5beta-steroid. It derives from a hydride of a 5beta-estrane.